BrC1=CC(=C(C=C1)NC=1C=CC2=C(N=CN2C)C1F)F 6-(4-Bromo-2-fluorophenylamino)-7-fluoro-3-methyl-3H-benzoimidazol